OCOCCCCC 1,3-dioxaoctane